(1-methylpyrrolidin-3-yl)oxypyridin-2-amine CN1CC(CC1)OC=1C(=NC=CC1)N